3-(3,3-difluoropyrrolidin-1-yl)-N-((5-(hydrazinecarbonyl)pyridin-2-yl)methyl)-N-phenylpropane-1-sulfonamide FC1(CN(CC1)CCCS(=O)(=O)N(C1=CC=CC=C1)CC1=NC=C(C=C1)C(=O)NN)F